Cl.NCC(=O)NC=1SC=C(N1)C1=CC(=CC=C1)C1=CC=NC=C1 2-amino-N-[4-[3-(4-pyridyl)phenyl]thiazol-2-yl]acetamide hydrochloride salt